FC(C=1N=C2C3=C(OCCCN2C1)C=C(C=C3)CN)(F)F (2-(trifluoromethyl)-6,7-dihydro-5H-benzo[b]imidazo[2,1-d][1,5]oxazocin-10-yl)methanamine